2,8-dioctyl-dibenzothiophene C(CCCCCCC)C1=CC2=C(SC3=C2C=C(C=C3)CCCCCCCC)C=C1